5-[(1S,4S,5R)-[[4-cyclopropyl-1-(2,6-dichlorophenyl)-1H-pyrazol-5-yl]methoxy]-2-azabicyclo[2.2.1]heptan-2-yl]pyrimidine-2-carboxylic acid C1(CC1)C=1C=NN(C1CO[C@@]12N(C[C@@H](CC1)C2)C=2C=NC(=NC2)C(=O)O)C2=C(C=CC=C2Cl)Cl